C(C)OC(=O)C=1N=CC=2CN(CCC2C1)C1=NC(=CC(=C1)F)F 7-(4,6-difluoropyridin-2-yl)-5,6,7,8-tetrahydro-2,7-naphthyridine-3-carboxylic acid ethyl ester